C(C)OC(=O)C1C2COC3(C(CCC3)CC)C12 ethyl-3-oxaspiro[bicyclo[3.1.0]hexane-2,1'-cyclopentane]-6-carboxylic acid ethyl ester